1-(3-fluoro-4-(4-(trifluoromethyl)piperidin-1-yl)phenyl)cyclohexane-1,4-diamine FC=1C=C(C=CC1N1CCC(CC1)C(F)(F)F)C1(CCC(CC1)N)N